5,6,7,8-tetrahydronaphthalene-1-yl behenate C(CCCCCCCCCCCCCCCCCCCCC)(=O)OC1=CC=CC=2CCCCC12